tert-butyl 5-[7-amino-2-[(2-carbamoyloxiran-2-yl)methyl]-1-oxo-isoindolin-4-yl]-3-(3,6-dihydro-2H-pyran-4-yl)indazole-1-carboxylate NC=1C=CC(=C2CN(C(C12)=O)CC1(OC1)C(N)=O)C=1C=C2C(=NN(C2=CC1)C(=O)OC(C)(C)C)C=1CCOCC1